2-[(4-methylphenyl)thio]-5-phenyl-1,3,4-oxadiazole CC1=CC=C(C=C1)SC=1OC(=NN1)C1=CC=CC=C1